CC(C=O)C1=CC=C(C=C1)C(C)C Alpha-methyl-4-(1-methylethyl)phenylacetaldehyde